bisimidazole copper salt [Cu].N1C=NC=C1.N1C=NC=C1